ClC1=C(C(=CC=C1)C(F)(F)F)COC=1C=CC(=NC1)N1C(N(CC1=O)C)=O 3-(5-{[2-chloro-6-(trifluoromethyl)phenyl]methoxy}pyridin-2-yl)-1-methylimidazole-2,4-dione